[3-[(2-fluoro-3-nitro-phenyl)methyl]-2,4-dioxo-1,3-benzoxazin-7-yl] N,N-dimethylcarbamate CN(C(OC1=CC2=C(C(N(C(O2)=O)CC2=C(C(=CC=C2)[N+](=O)[O-])F)=O)C=C1)=O)C